5-cyclopropyl-4-(3,4-dichlorophenyl)-1-(2,4-difluorophenyl)-6-methyl-2-oxo-pyridine-3-carboxylic acid C1(CC1)C=1C(=C(C(N(C1C)C1=C(C=C(C=C1)F)F)=O)C(=O)O)C1=CC(=C(C=C1)Cl)Cl